FC=1C=C(C=C(C1)F)[C@@H]1CC=NN1C(=O)N1CCN(CC1)C1=NC=C(C(=N1)N1N=C(N=C1C)C#N)F (S)-1-(2-(4-(5-(3,5-difluorophenyl)-4,5-dihydro-1H-pyrazole-1-carbonyl)piperazin-1-yl)-5-fluoropyrimidin-4-yl)-5-methyl-1H-1,2,4-triazole-3-carbonitrile